BrC=1N=C2C(=C(C(N(C2=CC1)CCOC)=O)C#N)N1CCN(CC1)C(C1=C(C=CC=C1)O)C1=CC=C(C=C1)F 6-bromo-4-(4-((4-fluorophenyl)(2-hydroxyphenyl)methyl)piperazin-1-yl)-1-(2-methoxyethyl)-2-oxo-1,2-dihydro-1,5-naphthyridine-3-carbonitrile